(R)-2-(4-(4-methylpyrazolo[1,5-a]pyridin-2-yl)-1,4,6,7-tetrahydro-5H-imidazo[4,5-c]pyridin-5-yl)-5-(pyrazin-2-yl)-1,3,4-oxadiazole CC=1C=2N(C=CC1)N=C(C2)[C@@H]2N(CCC1=C2N=CN1)C=1OC(=NN1)C1=NC=CN=C1